C(C)OC(C[SiH3])(OCC)OCC triethoxyethylsilane